acryloyloxyethyl-oxalic acid C(C=C)(=O)OCCOC(C(=O)O)=O